NC1=C(C=C(N=N1)C1=C(C=CC=C1)O)N1CC2CCC(C1)N2CC2=CC=CC=C2 2-[6-amino-5-(8-benzyl-3,8-diazabicyclo[3.2.1]octan-3-yl)pyridazin-3-yl]phenol